3-(2-(dimethylamino)ethyl)-5-methoxy-1H-indole-1-carboxylic acid 1-(((S)-2-((tert-butoxycarbonyl) amino)-3-methylbutanoyl) oxy)-2-methylpropyl ester C(C)(C)(C)OC(=O)N[C@H](C(=O)OC(C(C)C)OC(=O)N1C=C(C2=CC(=CC=C12)OC)CCN(C)C)C(C)C